(S)-3-fluoro-5-(1-(4-(3-fluoro-6-(1-methyl-1H-1,2,4-triazol-5-yl)pyridin-2-yl)piperazine-1-carbonyl)-4,5-dihydro-1H-pyrazol-5-yl)benzonitrile FC=1C=C(C#N)C=C(C1)[C@@H]1CC=NN1C(=O)N1CCN(CC1)C1=NC(=CC=C1F)C1=NC=NN1C